tert-amyl-vinylether C(C)(C)(CC)OC=C